CC1=CC=C(C=C1)S(=O)(=O)OCCF 2-fluoroethyl 4-methylbenzenesulfonate